(7-(1-benzylpiperidin-3-yl)-2-methylpyrazolo[1,5-a]pyrimidin-3-yl)methanol C(C1=CC=CC=C1)N1CC(CCC1)C1=CC=NC=2N1N=C(C2CO)C